magnesium silicate aluminum salt [Al+3].[Si]([O-])([O-])([O-])[O-].[Mg+2]